ClC1=CC=C(C(=N1)C(F)(F)F)C(=O)N1C[C@H](N(CC1)C=1C=CC(=NC1C#N)C=1C(=NC=CC1)OCC)CC 5-[(2R)-4-[6-chloro-2-(trifluoromethyl)pyridine-3-carbonyl]-2-ethylpiperazin-1-yl]-2'-ethoxy-[2,3'-bipyridine]-6-carbonitrile